4-(1,4-Dioxaspiro[4.5]decan-8-yl)piperidine O1CCOC12CCC(CC2)C2CCNCC2